2-(2,3-dichloro-6-methoxybenzyl)-2,7-diazaspiro[3.5]nonane-9-d ClC1=C(CN2CC3(C2)CCNCC3[2H])C(=CC=C1Cl)OC